BrC=1C=C(C=CC1)C(CCCCC(CO[Si](C)(C)C(C)(C)C)(C)C)N1N=C(C=C1)C=1C=C(OC=2C(=C3C=CN(C3=CC2F)S(=O)(=O)C2=CC=C(C)C=C2)CC(=O)O)C=CC1F 2-(5-(3-(1-(1-(3-Bromophenyl)-7-((tert-butyldimethylsilyl)oxy)-6,6-dimethylheptyl)-1H-pyrazol-3-yl)-4-fluorophenoxy)-6-fluoro-1-tosyl-1H-indol-4-yl)acetic acid